[Br-].C[N+]1=C(SC2=C1C=CC(=C2)C)C2=CC=C(C=C2)N(C)C 3,6-dimethyl-2-(4-dimethylaminophenyl)-benzothiazolium bromide